OC1=CC=C2C(NC(C2=C1)C1=C(NC2=CC=CC=C12)CNCC1=CC=C2C(=CN(C2=C1)CC=1N=CN(C1)C)CN1CCN(CC1)CCNC(OC(C)(C)C)=O)=O tert-butyl (2-(4-((6-((((3-(6-hydroxy-3-oxoisoindolin-1-yl)-1H-indol-2-yl)methyl)amino)methyl)-1-((1-methyl-1H-imidazol-4-yl)methyl)-1H-indol-3-yl)methyl)piperazin-1-yl)ethyl)carbamate